C[C@@H]1CN(CCC1)C(=O)C=1C=NN2C1C=CC=C2C2=CC=C1CNC(C1=C2)=O (S)-6-(3-(3-methylpiperidine-1-carbonyl)pyrazolo[1,5-a]pyridin-7-yl)isoindolin-1-one